CN1C2=C(OCC(C1=O)NC(=O)C=1N=C(OC1)C1(CC1)C1=CC=CC=C1)C=CC=C2 N-(5-methyl-4-oxo-2,3,4,5-tetrahydrobenzo[b][1,4]oxazepin-3-yl)-2-(1-phenylcyclopropyl)oxazole-4-carboxamide